2-BROMO-3-METHYLBUT-2-ENAL BrC(C=O)=C(C)C